S1C2=C(C=C1CNC(=O)C1N(CCN(C1)C=1C=3C(N=CN1)=NN(C3)C3=CC=C(C=C3)C(F)(F)F)C)C=CC=C2 N-(benzo[b]thiophen-2-ylmethyl)-1-methyl-4-(2-(4-(trifluoromethyl)phenyl)-2H-pyrazolo[3,4-d]pyrimidin-4-yl)piperazine-2-carboxamide